tert-butyl 4-[7-(8-chloro-1-naphthyl)-2-[[(2S)-1-methylpyrrolidin-2-yl] methoxy]-6,8-dihydro-5H-pyrido[3,4-d]pyrimidin-4-yl]-6-fluoro-1,4-diazepane-1-carboxylate ClC=1C=CC=C2C=CC=C(C12)N1CC=2N=C(N=C(C2CC1)N1CCN(CC(C1)F)C(=O)OC(C)(C)C)OC[C@H]1N(CCC1)C